(6Z)-10-fluoro-8-methoxy-6-methoxyimino-5,5-dimethyl-benzo[h]quinazolin-4-amine FC1=CC(=CC=2\C(\C(C=3C(=NC=NC3C21)N)(C)C)=N/OC)OC